2-[2-[[(3R)-1-Ethyl-3-piperidyl]amino]oxazolo[4,5-b]pyridin-5-yl]-3-methoxy-benzonitrile C(C)N1C[C@@H](CCC1)NC=1OC=2C(=NC(=CC2)C2=C(C#N)C=CC=C2OC)N1